4-(3-Chloroanilino)-2'-{(2R)-3-[(3-Cyclopropylpyridin-4-yl)oxy]-2-methylpropyl}-2',3'-dihydro-spiro[cyclohexane-1,1'-indene]-4-carboxylic acid ClC=1C=C(NC2(CCC3(C(CC4=CC=CC=C34)C[C@H](COC3=C(C=NC=C3)C3CC3)C)CC2)C(=O)O)C=CC1